diperoxyphthalic acid C(C=1C(C(=O)OO)=CC=CC1)(=O)OO